Cl.C1(CCC1)[C@@H](C)N (1R)-1-cyclobutylethylamine hydrochloride